NC=1C=C2C(N(C=NC2=CC1)[C@@H]1COC2(C1)CCN(CC2)C(=O)OC(C)(C)C)=O tert-butyl (S)-3-(6-amino-4-oxoquinazolin-3(4H)-yl)-1-oxa-8-azaspiro[4.5]decane-8-carboxylate